5-[4-amino-3-(trifluoromethyl)phenoxy]-3,4-dihydro-1H-1,8-naphthyridin-2-one NC1=C(C=C(OC2=C3CCC(NC3=NC=C2)=O)C=C1)C(F)(F)F